2-(4-cyclopropyl-6-methoxypyrimidin-5-yl)-N-(3-fluoro-4-(1-isopropyl-4-(trifluoromethyl)-1H-imidazol-2-yl)benzyl)imidazo[2,1-f][1,2,4]triazin-4-amine C1(CC1)C1=NC=NC(=C1C1=NN2C(C(=N1)NCC1=CC(=C(C=C1)C=1N(C=C(N1)C(F)(F)F)C(C)C)F)=NC=C2)OC